anti-5-hydroxymethylcytosine OCC=1C(=NC(NC1)=O)N